C(C)(C)N1C(C2=CC=C(C=C2CC1)B1OC(C(O1)(C)C)(C)C)=O 2-isopropyl-6-(4,4,5,5-tetramethyl-1,3,2-dioxaborolan-2-yl)-3,4-dihydro-2H-isoquinolin-1-one